FC(S(=O)(=O)[O-])(F)F.CC(C)(C)C1=CC=C(C=C1)[I+]C1=CC=C(C=C1)C(C)(C)C bis[4-(1,1-dimethylethyl)phenyl]iodonium trifluoromethanesulfonate